FC1(CN(C1)C1=NC(=CC=C1C1=CC2(CC(C2)(F)F)CCN1C(=O)OC(C)(C)C)C(=O)OC)F tert-Butyl 6-(2-(3,3-difluoroazetidin-1-yl)-6-(methoxycarbonyl)pyridin-3-yl)-2,2-difluoro-7-azaspiro[3.5]non-5-ene-7-carboxylate